3-fluoro-1-(3-methylbenzenesulfonyl)azetidine-3-carboxylic acid methyl ester COC(=O)C1(CN(C1)S(=O)(=O)C1=CC(=CC=C1)C)F